2-(1-Ethylpyrazol-4-yl)-N-[(3S)-9-fluoro-2-oxo-5-phenyl-1,3-dihydro-1,4-benzodiazepin-3-yl]-6,7-dihydro-5H-pyrazolo[5,1-b][1,3]oxazine-3-carboxamide C(C)N1N=CC(=C1)C1=NN2C(OCCC2)=C1C(=O)N[C@@H]1C(NC2=C(C(=N1)C1=CC=CC=C1)C=CC=C2F)=O